6-cyclopropoxy-2-((1r,4r)-4-((4-(1-(2,6-dioxopiperidin-3-yl)-3-methyl-1H-indazol-4-yl)piperazin-1-yl)methyl)cyclohexyl)-N-(imidazo[1,2-b]pyridazin-3-yl)-2H-indazole-5-carboxamide C1(CC1)OC=1C(=CC2=CN(N=C2C1)C1CCC(CC1)CN1CCN(CC1)C1=C2C(=NN(C2=CC=C1)C1C(NC(CC1)=O)=O)C)C(=O)NC1=CN=C2N1N=CC=C2